1-ethyl-4-methyl-pyridinium C(C)[N+]1=CC=C(C=C1)C